(2,4-dichlorophenyl)-5-[4-[(3S)-1-(3-fluoropropyl)pyrrolidin-3-yl]oxyphenyl]-2,3-dihydro-1-benzothiepin-8-ol ClC1=C(C=CC(=C1)Cl)C1SC2=C(C(=CC1)C1=CC=C(C=C1)O[C@@H]1CN(CC1)CCCF)C=CC(=C2)O